[5-(3-aminophenyl)-2-furanyl]methanol NC=1C=C(C=CC1)C1=CC=C(O1)CO